Br[C@@H](C(=O)O)CC1CC1 (2R)-2-bromo-3-cyclopropyl-propanoic acid